{6-[4-(2-Amino-oxazol-5-yl)-phenyl]-pyrimidin-4-yl}-[2-(7-fluoro-4-methoxy-2-methyl-indol-1-yl)-ethyl]-amine NC=1OC(=CN1)C1=CC=C(C=C1)C1=CC(=NC=N1)NCCN1C(=CC2=C(C=CC(=C12)F)OC)C